C(C)C(C1=CC=CC=C1)N1[C@@H](C(=CC2=CC=CC=C12)C)C1=CC=CC=C1 (S)-(-)-N-(α-ethylbenzyl)-3-methyl-2-phenylquinoline